COC=1C=C(C=C(C1)OC)\C=C\C1=CC=C(C=C1)O trans-3,5-dimethoxy-4'-hydroxystilbene